4-ethyl-5-methoxy-2-(trifluoromethyl)quinazoline C(C)C1=NC(=NC2=CC=CC(=C12)OC)C(F)(F)F